(2R,3R,E)-propyl 2-amino-3-hydroxyoctadec-4-enoate N[C@@H](C(=O)OCCC)[C@@H](\C=C\CCCCCCCCCCCCC)O